tert-butyl(7-(2,3-dichloro-6-methoxyphenyl)imidazo[1,2-a]pyridin-2-yl)carbamate C(C)(C)(C)OC(NC=1N=C2N(C=CC(=C2)C2=C(C(=CC=C2OC)Cl)Cl)C1)=O